1,3-dibromo-2-chlorobenzene BrC1=C(C(=CC=C1)Br)Cl